The molecule is a prostanoid anion obtained by deprotonation of the three carboxy groups and protonation of the glutamyl alpha-amino group of (S)-PGA2-S-glutathione conjugate; major species at pH 7.3. It derives from a prostaglandin A2(1-) and a glutathionate(1-). It is a conjugate base of a (S)-PGA2-S-glutathione conjugate. CCCCC[C@@H](/C=C/[C@H]1[C@H](CC(=O)[C@@H]1C/C=C\\CCCC(=O)[O-])SC[C@@H](C(=O)NCC(=O)[O-])NC(=O)CC[C@@H](C(=O)[O-])[NH3+])O